diisopropyl bisacetoacetate C(CC(=O)C)(=O)OC(C)C.C(CC(=O)C)(=O)OC(C)C